1-n-octyl-benzene C(CCCCCCC)C1=CC=CC=C1